(S)-(4-(4-((4-(3-aminopiperidin-1-yl)-5-(1-(difluoromethyl)-1H-pyrazol-4-yl)pyridin-2-yl)amino)pyrimidin-2-yl)-3-fluoro-5-methoxyphenyl)methanol hydrochloride Cl.N[C@@H]1CN(CCC1)C1=CC(=NC=C1C=1C=NN(C1)C(F)F)NC1=NC(=NC=C1)C1=C(C=C(C=C1OC)CO)F